O1CC(C1)COC([C@@H](NC(=O)OCC1=CC=CC=C1)C)=O ((Benzyloxy)carbonyl)-L-alanine oxetan-3-ylmethyl ester